o-Tyrosine C1=CC=C(C(=C1)CC(C(=O)O)N)O